C(C)OC=1C=C2N(C(C=3N(C2=CC1)C=CN3)=O)C3=C(C=CC=C3)C 7-Ethoxy-5-(o-Tolyl)Imidazolo[1,2-a]Quinoxaline-4(5H)-on